CC1=CC=C(CN2N=C3N(C2=O)[C@@H](CC3)C(=O)N3CCCC3)C=C1 (5S)-2-(4-Methylbenzyl)-5-(pyrrolidin-1-ylcarbonyl)-2,5,6,7-tetrahydro-3H-pyrrolo[2,1-c][1,2,4]triazole-3-one